(3R,4R)-4-(((7-(((4-Cyclopropylthiazol-2-yl)methyl)amino)-3-isopropyl-pyrazolo[1,5-a]pyrimidin-5-yl)amino)methyl)piperidin-3-ol C1(CC1)C=1N=C(SC1)CNC1=CC(=NC=2N1N=CC2C(C)C)NC[C@@H]2[C@H](CNCC2)O